((((6,6-dimethylbicyclo[3.1.1]heptan-2-yl)methyl)(pentyl)amino)methyl)-N-hydroxybenzamide CC1(C2CCC(C1C2)CN(CCCCC)CC2=C(C(=O)NO)C=CC=C2)C